Di-p-tolylmethanol C1(=CC=C(C=C1)C(O)C1=CC=C(C=C1)C)C